N1(CCNC2=CC=CC=C12)C=1C2=C(N=C(N1)NC=1C=NN(C1)CCO)N(C(C=C2)=O)C (3,4-dihydro-2H-quinoxalin-1-yl)-2-[[1-(2-hydroxyethyl)pyrazol-4-yl]amino]-8-methyl-pyrido[2,3-d]pyrimidin-7-one